C(C)(=O)OC(=S)C1=C(C(=CC=C1)C)C Thioxylic acetic anhydride